1-(trans-3-((2-((1-(2,2-difluoroethyl)-1H-pyrazol-4-yl)amino)-7H-pyrrolo[2,3-d]pyrimidin-4-yl)oxy)-4-fluoropiperidin-1-yl)prop-2-en-1-one FC(CN1N=CC(=C1)NC=1N=C(C2=C(N1)NC=C2)O[C@@H]2CN(CC[C@H]2F)C(C=C)=O)F